diethyl-2,2-dimethylcyclopropane C(C)C1C(C1CC)(C)C